potassium lithium sodium sulfate S(=O)(=O)([O-])[O-].[Na+].[Li+].[K+]